C1(=CC=CC=C1)NC1=CC(=CC2=C1OC1=C2C=CC=C1)C1=CC=CC=C1 N,2-diphenyldibenzo[b,d]furan-4-amine